lithium bis(trifluoromethylsulfonyl) sulfide FC(S(=O)(=O)SS(=O)(=O)C(F)(F)F)(F)F.[Li]